di-(4-bromobenzene) phosphorus [P].BrC1=CC=CC=C1.BrC1=CC=CC=C1